4-Amino-N-(1-((2-fluoro-4-methylphenyl)amino)-6-methylisoquinolin-5-yl)quinazoline-8-carboxamide NC1=NC=NC2=C(C=CC=C12)C(=O)NC1=C2C=CN=C(C2=CC=C1C)NC1=C(C=C(C=C1)C)F